FC1=CC=C(C=C1)CS(=O)(=O)N1CC(N(CC1)C1=CC(=CC(N1)=O)N1C(COCC1)C)C(F)(F)F 6-[4-[(4-fluorophenyl)methanesulfonyl]-2-(trifluoromethyl)piperazin-1-yl]-4-(3-methylmorpholin-4-yl)-1H-pyridin-2-one